(3-hydroxy-6-(2-methylphenyl)pyrazine-2-carbonyl)glycine methyl ester COC(CNC(=O)C1=NC(=CN=C1O)C1=C(C=CC=C1)C)=O